CC(C)C1=CN=CC2=CN=CC=C12 4-(propan-2-yl)-2,7-naphthyridine